6-(2-fluoro-5-(trifluoromethoxy)benzyl)-5-oxo-5,6,7,8-tetrahydro-1,6-naphthyridin-1-oxide FC1=C(CN2C(C=3C=CC=[N+](C3CC2)[O-])=O)C=C(C=C1)OC(F)(F)F